NC(C)C1CCN(CC1)C(=O)[O-] 4-(1-aminoethyl)piperidine-1-carboxylate